C1CCC=2C(=CC=CC12)N 2,3-Dihydro-1H-inden-4-amine